fluoro-orthosilicate [Si]([O-])([O-])([O-])F